2,4-dimethyldecene CC(=C)CC(CCCCCC)C